C(C)(C)(C)OC(=O)N1CCC(CC1)COCC(=O)O 2-((1-(tert-butoxycarbonyl)piperidin-4-yl)methoxy)acetic acid